(S)-N-[5-[1-(3-ethoxy-4-methoxyphenyl)-2-(methylsulfonyl)ethyl]-4,6-dioxo-5,6-dihydro-4H-thieno[3,4-c]pyrrol-1-yl]acetamide C(C)OC=1C=C(C=CC1OC)[C@@H](CS(=O)(=O)C)N1C(C=2C(C1=O)=CSC2NC(C)=O)=O